C(C=C(C(=O)[O-])CC(=O)OC=C)(=O)OC=C divinyl trans-aconitate